2-(1,3-thiazol-5-yl)-5H,6H,7H-cyclopenta[b]pyridine-4-carboxylic acid S1C=NC=C1C1=CC(=C2C(=N1)CCC2)C(=O)O